NC([C@H](CCC(=O)OC(C)(C)C)N1C(C2=CC(=CC(=C2C1)OCC1=CC=C(C=C1)C=O)OCCOC)=O)=O tert-butyl (4S)-5-amino-4-[4-[(4-formylphenyl)methoxy]-6-(2-methoxyethoxy)-1-oxo-isoindolin-2-yl]-5-oxo-pentanoate